BrCCC1=CC(=CC(=C1)CCBr)CCBr 1,3,5-tris(bromoethyl)benzene